(S)-Methyl 3-(3-hydroxypyrrolidin-1-yl)-2-phenylquinoxaline-6-carboxylate O[C@@H]1CN(CC1)C=1C(=NC2=CC=C(C=C2N1)C(=O)OC)C1=CC=CC=C1